C(CCCC)(=O)O.N1C=NC=C1 imidazole valeric acid salt